{3-[5-(aminomethyl)-1-oxo-2,3-dihydro-1H-isoindol-2-yl]-2,6-dioxopiperidin-1-yl}methyl 2,2-dimethylpropanoate CC(C(=O)OCN1C(C(CCC1=O)N1C(C2=CC=C(C=C2C1)CN)=O)=O)(C)C